C12CN(CC(CNC1)O2)C2=CC=C1C[C@H](COC1=C2)NC(=O)C2=C(C=1C(=NC(=CN1)C)S2)N N-((3R)-7-(9-oxa-3,7-diazabicyclo[3.3.1]nonan-3-yl)chroman-3-yl)-7-amino-3-methylthieno[2,3-b]pyrazine-6-carboxamide